2-(furan-3-yl)-6-methyl-N-(3-(4-[2-(trifluoromethyl)pyrimidin-4-yl]phenyl)propyl)thieno[2,3-d]pyrimidin-4-amine O1C=C(C=C1)C=1N=C(C2=C(N1)SC(=C2)C)NCCCC2=CC=C(C=C2)C2=NC(=NC=C2)C(F)(F)F